azidopropyl-carbonyl-imidazole N(=[N+]=[N-])CCCC(=O)C=1NC=CN1